2-((3-chloro-4-fluorophenyl)(spiro[2.3]hexan-5-yl)methyl)-5-methyl-4-(methylsulfonyl)-1H-imidazole ClC=1C=C(C=CC1F)C(C=1NC(=C(N1)S(=O)(=O)C)C)C1CC2(CC2)C1